(1,3,6,7,8,9-Hexahydro-pyrrolo[3,4-c]cinnolin-2-yl)-[1-(2-trifluoromethyl-pyridin-4-yl)-pyrrolidin-3(R)-yl]-methanone C1N(CC=2N=NC=3CCCCC3C21)C(=O)[C@H]2CN(CC2)C2=CC(=NC=C2)C(F)(F)F